methyl 1-(3-(cyclopropylcarbamoyl)-8-((4-methoxybenzyl) (methyl)amino)imidazo[1,2-b]pyridazin-6-yl)-1H-indole-3-carboxylate C1(CC1)NC(=O)C1=CN=C2N1N=C(C=C2N(C)CC2=CC=C(C=C2)OC)N2C=C(C1=CC=CC=C21)C(=O)OC